ClC1=CC=C(C=C1)[C@@H]1COC2=C(O1)C=CC=C2C2CCN(CC2)CC=2N(C(=CN2)C2C(C2)C(=O)O)C[C@H]2OCC2 2-(2-((4-((R)-2-(4-chlorophenyl)-2,3-dihydrobenzo[b][1,4]dioxin-5-yl)piperidin-1-yl)methyl)-1-(((S)-oxetan-2-yl)methyl)-1H-imidazol-5-yl)cyclopropane-1-carboxylic acid